ClC=1C(=NC=2NCCCC2C1)CCCCNCCOC 4-(3-chloro-5,6,7,8-tetrahydro-1,8-naphthyridin-2-yl)-N-(2-methoxyethyl)butan-1-amine